3-BOC-9-oxo-3-azaspiro[5.5]undecane C(=O)(OC(C)(C)C)N1CCC2(CC1)CCC(CC2)=O